β-eleostearyl alcohol C(CCCCCCC\C=C\C=C\C=C\CCCC)O